CC(=COC(C)(C)C)C1=CC=CC=C1 α-methyl-tert-butoxystyrene